C(=O)O.C1(=CC=CC=C1)S(=O)(=O)N phenyl-sulfonamide formate